3-((1-((4-amino-2-methyl-6-oxo-1,6-dihydropyrimidin-5-yl)methyl)-6-oxo-4-(perfluoroethyl)-1,6-dihydropyrimidin-5-yl)oxy)-5-chloro-2-fluorobenzonitrile NC=1N=C(NC(C1CN1C=NC(=C(C1=O)OC=1C(=C(C#N)C=C(C1)Cl)F)C(C(F)(F)F)(F)F)=O)C